ClC1=CC(=C(S1)C1=CC=C(C(=N1)C)O[C@@H]1C[C@H](CCC1)C(=O)O)COC(N(CCCCC)C)=O (1S,3S)-3-((6-(5-chloro-3-(((methyl(pentyl)carbamoyl)oxy)methyl)thiophen-2-yl)-2-methylpyridin-3-yl)oxy)cyclohexane-1-carboxylic acid